tetramethyl-triethoxytrisilane C[SiH]([Si]([Si](OCC)(OCC)OCC)(C)C)C